FC(CN1C(=NC=2C1=NC(=CC2)C=2C=CN1N=C(N=CC12)N[C@H]1CN(CC[C@H]1F)C1COC1)C)F 5-(3-(2,2-Difluoroethyl)-2-methyl-3H-imidazo[4,5-b]pyridin-5-yl)-N-((3S,4R)-4-fluoro-1-(oxetan-3-yl)piperidin-3-yl)pyrrolo[2,1-f][1,2,4]triazin-2-amine